FC1=C(C=CC(=C1)F)[C@@](CN1N=CN=C1)([C@@H](C)N1CCC(CC1)=C)O (2R,3R)-2-(2,4-difluorophenyl)-3-(4-methylenepiperidin-1-yl)-1-(4H-1,3,4-triazol-4-yl)butan-2-ol